CN(C(C(=O)C1=CC=C(C=C1)N1CCOCC1)(CC)CC1=CC=C(C=C1)C)C 2-(dimethylamino)-2-[(4-tolyl)methyl]-1-[4-(4-morpholinyl)phenyl]-1-butanone